[C@H]12CC(C[C@H](CC1)N2)=CC2=CC=C(N=N2)C2=C(C=C(C=C2)N2C=NC=C2)O 2-(6-((E)-((1R,5S)-8-azabicyclo[3.2.1]octan-3-ylidene)methyl)pyridazin-3-yl)-5-(1H-imidazol-1-yl)phenol